(1R,2S,3R,5R)-3-(4-amino-5-fluoro-7H-pyrrolo[2,3-d]pyrimidin-7-yl)-5-[(R)-(4-fluorophenyl)(hydroxy)methyl]cyclopentane-1,2-diol NC=1C2=C(N=CN1)N(C=C2F)[C@H]2[C@@H]([C@@H]([C@H](C2)[C@@H](O)C2=CC=C(C=C2)F)O)O